2-fluoro-4-chloro-5-methylbenzylhydrazine hydrochloride Cl.FC1=C(CNN)C=C(C(=C1)Cl)C